1-bromo-4-(trifluoromethyl)benzene BrC1=CC=C(C=C1)C(F)(F)F